Aluminium Zinc Oxide [O-2].[Zn+2].[Al+3]